1-(5-(4-amino-7H-pyrrolo[2,3-d]pyrimidin-5-yl)-4-fluoroindolin-1-yl)-2-(2-fluoro-5-(tri-fluoromethyl)phenyl)-ethan-1-one NC=1C2=C(N=CN1)NC=C2C=2C(=C1CCN(C1=CC2)C(CC2=C(C=CC(=C2)C(F)(F)F)F)=O)F